2-[2-(2-hydroxyethylthio)phenyl]mercaptoethanol Tert-butyl-3-((4-(5-carbamoyl-6-oxo-2-(trifluoromethyl)-1,6-dihydropyridin-3-yl)phenoxy)methyl)pyrrolidine-1-carboxylate C(C)(C)(C)C1N(CCC1COC1=CC=C(C=C1)C1=C(NC(C(=C1)C(N)=O)=O)C(F)(F)F)C(=O)OCCSC1=C(C=CC=C1)SCCO